C1(CC1)CS(=O)(=O)C1=CC=C(C=C1)C(CC(=O)[O-])C=O 3-(4-((cyclopropylmethyl) sulfonyl) phenyl)-4-oxobutyrate